4-bromo-2-((1R,3R,5S)-3-((5-cyclopropyl-3-(tetrahydro-2H-pyran-4-yl)isoxazol-4-yl)methoxy)-8-azabicyclo[3.2.1]oct-8-yl)benzo[d]thiazole-6-carboxylic acid methyl ester COC(=O)C1=CC2=C(N=C(S2)N2[C@H]3CC(C[C@@H]2CC3)OCC=3C(=NOC3C3CC3)C3CCOCC3)C(=C1)Br